2-chloro-2,2-difluoro-ethanol ClC(CO)(F)F